C(N)(=O)C1=CC=CC=2NC(=NC21)C2=CC(=C(C=C2)NC=2N=CC1=C(N2)N(C(=C1)C(=O)N(C)C)C1CCCC1)OC 2-((4-(4-carbamoyl-1H-benzo[d]imidazol-2-yl)-2-methoxyphenyl)amino)-7-cyclopentyl-N,N-dimethyl-7H-pyrrolo[2,3-d]pyrimidine-6-carboxamide